Ethyl (R)-3-(1,4-dimethyl-1H-benzo[d][1,2,3]triazol-5-yl)-3-(3-(((R)-7-hydroxy-2-methyl-2,3-dihydropyrido[2,3-f][1,4]oxazepin-4(5H)-yl)methyl)-4-methylphenyl)propanoate CN1N=NC2=C1C=CC(=C2C)[C@H](CC(=O)OCC)C2=CC(=C(C=C2)C)CN2C[C@H](OC1=C(C2)N=C(C=C1)O)C